C(C)(=O)N1[C@@H](CN(C[C@H]1C1=CC(=NC(=C1)C1=NC=NC(=C1)C(NC)=O)Cl)C(=O)OC(C)(C)C)COCC1=CC=CC=C1 trans-tertbutyl 4-acetyl-3-((benzyloxy)methyl)-5-(2-chloro-6-(6-(methylcarbamoyl)pyrimidin-4-yl)pyridin-4-yl)piperazine-1-carboxylate